tert-Butyl (R)-3-(((S)-1-methylpyrrolidin-3-yl)amino)pyrrolidine-1-carboxylate CN1C[C@H](CC1)N[C@H]1CN(CC1)C(=O)OC(C)(C)C